3-ethyl-3-[(benzyloxy)methyl]oxetan C(C)C1(COC1)COCC1=CC=CC=C1